6-(3-((tetrahydro-2H-pyran-2-yl)oxy)prop-1-yn-1-yl)pyridin-3-ol O1C(CCCC1)OCC#CC1=CC=C(C=N1)O